1-(4-methylphenyl)-3-(4-((2-methyl-1-(p-tolyl)1,2,3,4-tetrahydroisoquinolin-6-yl)oxy)phenyl)urea CC1=CC=C(C=C1)NC(=O)NC1=CC=C(C=C1)OC=1C=C2CCN(C(C2=CC1)C1=CC=C(C=C1)C)C